ClC=1C(=NC(=NC1)NC1=CC=C(C=C1)OC)NC1=CC(=CC=C1)C(F)(F)F 5-chloro-N2-(p-methoxyphenyl)-N4-(3-(trifluoromethyl)phenyl)pyrimidine-2,4-diamine